OCCN1C[C@]2(CC1)CN(CCC2)C(=O)OCC[Si](C)(C)C 2-(trimethylsilyl)ethyl (S)-2-(2-hydroxyethyl)-2,7-diaza-7-spiro[4.5]decanecarboxylate